C([C@@H](C(=O)O)N)SSC[C@@H](C(=O)O)N The molecule is the L-enantiomer of the sulfur-containing amino acid cystine. It has a role as a flour treatment agent, a human metabolite, a Saccharomyces cerevisiae metabolite, a mouse metabolite and an EC 1.2.1.12 (aspartate-semialdehyde dehydrogenase) inhibitor. It is a cystine, a L-cysteine derivative and a non-proteinogenic L-alpha-amino acid. It is a conjugate acid of a L-cystine anion. It is an enantiomer of a D-cystine. It is a tautomer of a L-cystine zwitterion.